N1CCC(CC1)COC1CCN(CC1)C(=O)OC(C)(C)C tert-Butyl 4-(piperidin-4-ylmethoxy)piperidine-1-carboxylate